((S)-1-(((S)-1-hydroxy-3-((R)-2-oxopyrrolidin-3-yl)propan-2-yl)amino)-1-oxohexan-2-yl)carbamic acid 2-(3-chlorophenyl)-2-methyl-1-phenylpropyl ester ClC=1C=C(C=CC1)C(C(C1=CC=CC=C1)OC(N[C@H](C(=O)N[C@H](CO)C[C@@H]1C(NCC1)=O)CCCC)=O)(C)C